(R)-4-((1-(3-(difluoromethyl)-2-fluorophenyl)ethyl)amino)-6-(3,6-dihydro-2H-thiopyran-4-yl)-8-methylpyrido[2,3-d]Pyrimidin-7(8H)-one FC(C=1C(=C(C=CC1)[C@@H](C)NC=1C2=C(N=CN1)N(C(C(=C2)C=2CCSCC2)=O)C)F)F